C(#N)C=1C=CC2=C(N(C(=N2)NC([C@@H](C)C2(CCC2)O)=O)C2CCC2)C1 (S)-N-(6-cyano-1-cyclobutyl-1H-benzo[d]imidazol-2-yl)-2-(1-hydroxycyclobutyl)propanamide